4-({4-[5-hydroxy-5-(trifluoromethyl)-4,5-dihydro-1,2-oxazol-3-yl]phenyl}sulfanyl)-N,N-dimethyl-benzamide OC1(CC(=NO1)C1=CC=C(C=C1)SC1=CC=C(C(=O)N(C)C)C=C1)C(F)(F)F